FC1=C(C=CC=C1)NC(=S)NC(C)C1=CC=CC2=CC=CC=C12 (2-fluorophenyl)-3-(1-(naphthalen-1-yl)ethyl)thiourea